N-[(2-chlorophenyl)methyl]-1-(2-methoxyphenyl)-5-oxopyrrolidine-3-carboxamide ClC1=C(C=CC=C1)CNC(=O)C1CN(C(C1)=O)C1=C(C=CC=C1)OC